4-[5-(1-ethyl-4-hydroxy-3-methyl-1H-pyrazol-5-yl)-1H-imidazol-2-yl]-1-methyl-1H-indazole-6-carboxamide C(C)N1N=C(C(=C1C1=CN=C(N1)C1=C2C=NN(C2=CC(=C1)C(=O)N)C)O)C